NC1=CC=C(C=C1)NS(=O)(=O)C1=CC(=CC(=C1)Cl)Cl N-(4-aminophenyl)-3,5-dichlorobenzenesulfonamide